CO[C@@H]1CNCC[C@H]1NC1=CC=C2C(=NN(C2=C1)C)N1C(NC(CC1)=O)=O 1-(6-(((3R,4R)-3-methoxypiperidin-4-yl)amino)-1-methyl-1H-indazol-3-yl)dihydropyrimidine-2,4(1H,3H)-dione